CC1=CC(=NN1C1=CC=C(C=C1)OC(F)(F)F)N1CCC2(CN(C2)C(=O)OC(C)(C)C)CC1 tert-butyl 7-[5-methyl-1-[4-(trifluoromethoxy) phenyl] pyrazol-3-yl]-2,7-diazaspiro[3.5]nonane-2-carboxylate